3-fluoro-pyrrolidine FC1CNCC1